CC1(CCCC1)OC(C)OC(=O)C1C2C=CC(C1)C2 5-(1-(1-methylcyclopentyloxy)ethoxycarbonyl)-bicyclo[2.2.1]Hept-2-ene